N(=[N+]=[N-])CCOCCOCCOCC1=CC=C(CO[Si](C)(C)C(C)(C)C)C=C1 ((4-((2-(2-(2-azidoethoxy)ethoxy)ethoxy)methyl)benzyl)oxy)(tert-butyl)dimethylsilane